ClC=1C=C(C(=O)NCCCN(C)C)C=CC1C=1C=C2C=CC=NC2=C(C1)O 3-chloro-N-(3-(dimethylamino)propyl)-4-(8-hydroxyquinolin-6-yl)benzamide